C(C1=CC=CC=C1)NC(=O)C=1C(=NC(=CC1C)N1CCOCC1)SCC N-Benzyl-2-ethylsulfanyl-4-methyl-6-morpholin-4-yl-pyridine-3-carboxylic acid amide